phenylethyl-aniline tert-butyl-(6S,7S)-7-((difluoromethyl)sulfonamido)-6-((2,3',5'-trifluoro-[1,1'-biphenyl]-3-yl)methyl)-5-azaspiro[2.4]heptane-5-carboxylate C(C)(C)(C)OC(=O)N1CC2(CC2)[C@@H]([C@@H]1CC=1C(=C(C=CC1)C1=CC(=CC(=C1)F)F)F)NS(=O)(=O)C(F)F.C1(=CC=CC=C1)CCNC1=CC=CC=C1